(1S)-1-(1-((5-(4-((6-(((oxetan-2-ylmethyl)amino)methyl)pyridin-3-yl)ethynyl)phenyl)isoxazol-3-yl)methyl)-1H-imidazol-2-yl)ethan-1-ol O1C(CC1)CNCC1=CC=C(C=N1)C#CC1=CC=C(C=C1)C1=CC(=NO1)CN1C(=NC=C1)[C@H](C)O